SCSC(CC(S)SC)SCS 2-(2,2-bis(mercaptomethylthio)ethyl)-1,3-dithiabutane